COC(C1CCN(CC1)C1=C(C2=C(NC(N2C)=O)C=C1)F)OC 5-[4-(dimethoxymethyl)-1-piperidyl]-4-fluoro-3-methyl-2-oxo-benzimidazol